CC1=C(C=C(C=C1)NC(C1=CC(=NC=C1)C(F)(F)F)=O)N1N=CC(=C1)C=1C=NC=C(C1)N1CCOCC1 N-(4-methyl-3-(4-(5-morpholinopyridin-3-yl)-1H-pyrazol-1-yl)phenyl)-2-(trifluoromethyl)isonicotinamide